C(C)(C)(C)OC(N[C@@H](CC1=CNC2=CC=C(C=C12)F)C)=O (R)-(1-(5-fluoro-1H-indol-3-yl)propan-2-yl)carbamic acid tert-butyl ester